C(#N)C1=CN=C2N1C(=CC(=C2)C=2N=NN(C2C)[C@H]2C[C@H](N(CC2)C(=O)OC(C)(C)C)C2CC2)OC |r| tert-Butyl (2SR,4RS)-4-[4-(3-cyano-5-methoxy-imidazo[1,2-a]pyridin-7-yl)-5-methyl-triazol-1-yl]-2-cyclopropyl-piperidine-1-carboxylate